COS(=O)(=O)OC The molecule is the dimethyl ester of sulfuric acid. It has a role as an alkylating agent and an immunosuppressive agent.